O1CCN(CC1)C=1C=CC2=C(NC(=N2)C2=NNC3=CC=C(C=C23)C(=O)OC)C1 methyl 3-(6-morpholino-1H-benzo[d]imidazol-2-yl)-1H-indazole-5-carboxylate